IC1=CC(=NC(=C1)N1CCOCC1)NC[C@H](C)OC 4-iodo-N-[(2S)-2-methoxypropyl]-6-(morpholin-4-yl)pyridin-2-amine